2,6-dimethylanilinium tetrakis(pentafluorophenyl)borate FC1=C(C(=C(C(=C1[B-](C1=C(C(=C(C(=C1F)F)F)F)F)(C1=C(C(=C(C(=C1F)F)F)F)F)C1=C(C(=C(C(=C1F)F)F)F)F)F)F)F)F.CC1=C([NH3+])C(=CC=C1)C